7-chloro-2,6-naphthyridine ClC1=NC=C2C=CN=CC2=C1